ethylene glycol (beta-(3,5-di-tert-butyl-4-hydroxyphenyl) propionate) C(C)(C)(C)C=1C=C(C=C(C1O)C(C)(C)C)CCC(=O)OCCO